C1(CC1)C(C=CS(=O)(=O)C)NC(=O)C=1C(=NC(=NC1)OC)OC1=CC=CC=C1 N-(1-cyclopropyl-3-(methylsulfonyl)allyl)-2-methoxy-4-phenoxypyrimidine-5-carboxamide